C(#N)N[S@](=O)(=NC(NC1=C2CCCC2=CC=2CCCC12)=O)C=1C=NN2C1OC[C@H](C2)OC (R,6S)-N-cyano-N'-((1,2,3,5,6,7-hexahydro-s-indacen-4-yl)carbamoyl)-6-methoxy-6,7-dihydro-5H-pyrazolo[5,1-b][1,3]oxazine-3-sulfonimidamide